OC1=C(C(=CC(=C1)C(F)(F)F)C)C=1C=NC=2C(N1)=NN(C2)C[C@H]2CC(N(C2)C(C)C)=O |o1:22| (S or R)-4-((6-(2-hydroxy-6-methyl-4-(trifluoromethyl)phenyl)-2H-pyrazolo[3,4-b]pyrazin-2-yl)methyl)-1-isopropylpyrrolidin-2-one